N1(CCC1)C1=C(C(=O)NC2=C(C=CC(=C2)C(=O)N2CCC(CC2)(F)C2=CC=C(C=C2)C#N)CC)C=CC=N1 (azetidin-1-yl)-N-(5-(4-(4-cyanophenyl)-4-fluoropiperidine-1-carbonyl)-2-ethylphenyl)nicotinamide